(S)-5-bromo-2-nitro-N-(oxetan-2-ylmethyl)pyridin-3-amine BrC=1C=C(C(=NC1)[N+](=O)[O-])NC[C@H]1OCC1